CC=1C(=C2C=NN(C2=CC1)C1OCCCC1)B1OC(C(O1)(C)C)(C)C 5-methyl-1-(oxan-2-yl)-4-(4,4,5,5-tetramethyl-1,3,2-dioxaborolan-2-yl)-1H-indazole